BrC=1C=CC2=C(N(C(CC(=C2)C2=NOC(=C2)[Si](C)(C)C)=O)CC2=CC=C(C=C2)OC)C1 8-Bromo-1-(4-methoxybenzyl)-4-(5-(trimethylsilyl)isoxazol-3-yl)-1,3-dihydro-2H-benzo[b]azepin-2-one